2-{7-[(3S,4S)-3-fluoro-2,2,6,6-tetramethylpiperidin-4-yl]-7H-pyrrolo[2,3-c]pyridazin-3-yl}-5-(1H-1,2,3-triazol-1-yl)phenol F[C@@H]1C(NC(C[C@@H]1N1C=CC2=C1N=NC(=C2)C2=C(C=C(C=C2)N2N=NC=C2)O)(C)C)(C)C